C(N)(OC(CS(N(C=1C=NN(C1)C)CCNC(=O)OCC1=CC=CC=C1)(=O)=O)(C)C)=O [2-(benzyloxycarbonylamino) ethyl-(1-methylpyrazol-4-yl) sulfamoyl]Tert-butyl carbamate